BrC=1C=C(C(=O)NCC#C)C=CC1 3-bromo-N-(prop-2-yn-1-yl)benzamide